benzyl (2S,3R)-3-({2-[bis(tert-butoxycarbonyl)amino]-1,3-thiazol-5-yl}methyl)-4-oxoazetidine-2-carboxylate C(C)(C)(C)OC(=O)N(C=1SC(=CN1)C[C@@H]1[C@H](NC1=O)C(=O)OCC1=CC=CC=C1)C(=O)OC(C)(C)C